1-methyl-8-(4,4,5,5-tetramethyl-1,3,2-dioxaborolan-2-yl)-2,3-dihydro-1H-pyrrolo[1,2-b]indazole CC1CCN2N=C3C=CC(=CC3=C21)B2OC(C(O2)(C)C)(C)C